2-(1-methyl-1H-pyrazol-4-yl)-3-oxo-6-[4-(trifluoromethyl)phenyl]-2,3-dihydropyridazine-4-carboxylic acid methyl ester COC(=O)C=1C(N(N=C(C1)C1=CC=C(C=C1)C(F)(F)F)C=1C=NN(C1)C)=O